C(=O)(O)C=1C(=C(C2=CC=CC=C2C1)CC1=C(C(=CC2=CC=CC=C12)C(=O)O)O)[O-] 3-Carboxy-1-[(3-carboxy-2-hydroxynaphthalen-1-yl)methyl]naphthalen-2-olate